O.O.O.O.O.[Sn](Cl)Cl tin (II) chloride pentahydrate